1-(1-(1-benzyl-5-methyl-1H-pyrazol-4-yl)-1-oxopropan-2-yl)-5-vinylpyrimidin-2(1H)-one C(C1=CC=CC=C1)N1N=CC(=C1C)C(C(C)N1C(N=CC(=C1)C=C)=O)=O